6-(2-(2,4,5-Trifluorophenyl)-5,6-dihydro-4H-pyrrolo[1,2-b]pyrazol-3-yl)-1H-indazole FC1=C(C=C(C(=C1)F)F)C=1C(=C2N(N1)CCC2)C2=CC=C1C=NNC1=C2